(2-(((2-(2,6-dioxopiperidin-3-yl)-1,3-dioxoisoindolin-4-yl)amino)methyl)thiazol-4-yl)methyl (7,7-dimethyl-2-oxobicyclo[2.2.1]heptan-1-yl)methanesulfonate CC1(C2(C(CC1CC2)=O)CS(=O)(=O)OCC=2N=C(SC2)CNC2=C1C(N(C(C1=CC=C2)=O)C2C(NC(CC2)=O)=O)=O)C